tert-butyl 4-(4-(1,3-dioxoisoindolin-2-yl)-2-(3-(trifluoromethyl)phenyl)butyl)-piperidine-1-carboxylate O=C1N(C(C2=CC=CC=C12)=O)CCC(CC1CCN(CC1)C(=O)OC(C)(C)C)C1=CC(=CC=C1)C(F)(F)F